(6S)-2-(4-chlorophenyl)-6-methyl-3-(pyridin-4-yl)-4,5,6,7-tetrahydropyrazolo[1,5-a]pyrazine hydrogen chloride Cl.ClC1=CC=C(C=C1)C1=NN2C(CN[C@H](C2)C)=C1C1=CC=NC=C1